(-)-1-[(3S*,4R*)-4-(2,6-difluoro-4-methoxyphenyl)-2-oxopyrrolidin-3-yl]-3-(2-fluorophenyl)urea FC1=C(C(=CC(=C1)OC)F)[C@H]1[C@@H](C(NC1)=O)NC(=O)NC1=C(C=CC=C1)F |o1:10,11|